N-(1-cyanocyclopropyl)-3-(5-methyl-1,3,4-thiadiazol-2-yl)-2-oxo-1H-benzoimidazole-5-sulfonamide C(#N)C1(CC1)NS(=O)(=O)C1=CC2=C(NC(N2C=2SC(=NN2)C)=O)C=C1